C12COCC(CNC1)N2C=2SC1=C(N2)C=CC(=C1)C(=O)NC1CCCC1 2-(3-oxa-7,9-diazabicyclo[3.3.1]nonan-9-yl)-N-cyclopentylbenzo[d]thiazole-6-carboxamide